FC1(C(C1)C=O)F (2,2-difluorocyclopropyl)methanone